N[C@@H]1C=2C(=CC=C(C2CC12CCN(CC2)C2=NC=C(N=C2CO)SC2=C(C(=NC=C2)N)Cl)O)F (S)-1-amino-1'-(5-((2-amino-3-chloropyridin-4-yl)thio)-3-(hydroxymethyl)pyrazin-2-yl)-7-fluoro-1,3-dihydrospiro[inden-2,4'-piperidin]-4-ol